(3-(3-chloro-5-fluorophenyl)-2,7-dimethyl-2,4,5,7-tetrahydro-6H-pyrazolo[3,4-c]pyridin-6-yl)(quinoxalin-6-yl)methanone ClC=1C=C(C=C(C1)F)C=1N(N=C2C(N(CCC21)C(=O)C=2C=C1N=CC=NC1=CC2)C)C